C1(CC1)C1=NN(C2=CC=CC=C12)C1OCCCC1 cyclopropyl-1-(tetrahydro-2H-pyran-2-yl)-1H-indazole